4-(6-methoxy-7-(1H-pyrrol-3-yl)quinazolin-4-yl)-1,4-diazepane-1-sulfonamide COC=1C=C2C(=NC=NC2=CC1C1=CNC=C1)N1CCN(CCC1)S(=O)(=O)N